ClC1=C(C=C(C=C1)N1CC2(C=3C1=NC=C(N3)C(=O)N3C(CN(CC3)C3=NC(=C(C(=O)OC)C(=C3)C)C)(C)C)CCCC2)F methyl 6-(4-(5'-(4-chloro-3-fluorophenyl)-5',6'-dihydrospiro[cyclopentane-1,7'-pyrrolo[2,3-b]pyrazine]-2'-carbonyl)-3,3-dimethylpiperazin-1-yl)-2,4-dimethylnicotinate